C(#N)C1=CC(=CS1)C=1C=CC(=C(C1)NS(=O)(=O)C1=CC=C(C=C1)OC)C N-[5-(5-cyano-3-thienyl)-2-methylphenyl]-4-methoxybenzenesulphonamide